O[C@@]1(CC[C@@H]2[C@H]3CC[C@]4([C@H]([C@@H]3CC[C@@H]2C1)C[C@@H]4C(CN4N=CC=N4)=O)C)C 1-((1S,2aS,2bR,4aR,6R,8aS,8bR,10aS)-6-hydroxy-6,10a-dimethylhexadecahydrocyclobuta[a]phenanthren-1-yl)-2-(2H-1,2,3-triazol-2-yl)ethan-1-one